ClC\C=C\C#CC(C)(C)C E-1-chloro-6,6-dimethyl-2-hepten-4-yne